{8-[(3,4-difluorophenyl)sulfonyl]-3,8-diazabicyclo[3.2.1]oct-3-yl}(1H-1,2,3-triazol-5-yl)methanone FC=1C=C(C=CC1F)S(=O)(=O)N1C2CN(CC1CC2)C(=O)C2=CN=NN2